COC1=CC=C(CN2N=C(C=C2)C(=O)[O-])C=C1 1-p-methoxybenzylpyrazole-3-carboxylate